C1(CCCCC1)NC(=O)[C@H](C(C)C)NC(=O)[C@H]1N(C[C@@H](C1)O)C([C@H](C(C)(C)C)N1N=NC(=C1)C1CC1)=O (2S,4R)-N-[(1S)-1-(cyclohexylcarbamoyl)-2-methyl-propyl]-1-[(2S)-2-(4-cyclopropyltriazol-1-yl)-3,3-dimethyl-butanoyl]-4-hydroxy-pyrrolidine-2-carboxamide